C(C)(C)(C)C1=CC=C(C=C1)N1C(N(C(C1=O)(C)C)CC1=C2C(=NC=C1)NC=C2Cl)=O 3-(4-(tert-butyl)phenyl)-1-((3-chloro-1H-pyrrolo[2,3-b]pyridin-4-yl)methyl)-5,5-dimethylimidazolidine-2,4-dione